FC1=C(C=CC(=C1)Br)NC1=NC2=CC(=C(C=C2C=C1)OC)O 2-((2-fluoro-4-bromophenyl)amino)-7-hydroxy-6-methoxyquinoline